C(C)(=O)N[C@H]1[C@@H](C=C(C[C@@H]1NCC=1C=C(C=CC1F)C1=CC=CC=C1)C(=O)O)OC(CC)CC (3R,4R,5S)-4-acetamido-5-((4-fluoro-[1,1'-biphenyl]-3-yl)methyl)amino-3-(pentan-3-yloxy)cyclohex-1-en-1-carboxylic acid